COCOC1=C(C=CC=C1)C1=CC2=C(N=N1)NC1=C2[C@@H](N(CC1)C1=NC=C(C=N1)C1CCN(CC1)C(=O)OC(C)(C)C)C (S)-tert-butyl 4-(2-(3-(2-(methoxymethoxy)phenyl)-5-methyl-7,8-dihydro-5H-pyrido[3',4':4,5]pyrrolo[2,3-c]pyridazin-6(9H)-yl)pyrimidin-5-yl)piperidine-1-carboxylate